BrC=1C(=CC(=C(C1)C1=C(C=NN1COCC[Si](C)(C)C)NC(=O)C=1C=NN2C1N=CC=C2)OC(F)F)Cl N-[5-[5-bromo-4-chloro-2-(difluoromethoxy)phenyl]-1-[[2-(trimethylsilyl)ethoxy]methyl]-1H-pyrazol-4-yl]pyrazolo[1,5-a]pyrimidine-3-carboxamide